5-hexanoyl-3-(1-ethylpiperidin-4-yl)-1H-indole C(CCCCC)(=O)C=1C=C2C(=CNC2=CC1)C1CCN(CC1)CC